N-(4-bromo-5,6,7,8-tetrahydroisoquinolin-8-yl)propanamide BrC1=CN=CC=2C(CCCC12)NC(CC)=O